COC1[C@H](C[C@H](N1C(=O)OC(C)(C)C)C(=O)OC)C 1-(Tert-butyl) 2-methyl (2S,4S)-5-methoxy-4-methylpyrrolidine-1,2-dicarboxylate